2,6-Dichloro-3-{[(2,2-dimethylpropanoyl)amino]methyl}-N-(1-ethyl-1H-indazol-4-yl)benzamide ClC1=C(C(=O)NC2=C3C=NN(C3=CC=C2)CC)C(=CC=C1CNC(C(C)(C)C)=O)Cl